C1(CC1)C=1N=NN(C1)[C@H](C(=O)N1[C@@H](C[C@H](C1)O)C(=O)NC(CC)C=1SC=C(N1)C(F)(F)F)C(C)(C)C (2S,4r)-1-[(2S)-2-(4-cyclopropyltriazol-1-yl)-3,3-dimethyl-butyryl]-4-hydroxy-N-[1-[4-(trifluoromethyl)thiazol-2-yl]propyl]pyrrolidine-2-carboxamide